7-(((tert-butyldimethylsilyl)oxy)methyl)-5-(2-cyclopropylethynyl)-8-fluoro-3-methyl-1,2,3,4-tetrahydroquinoxalin-2-one [Si](C)(C)(C(C)(C)C)OCC1=CC(=C2NC(C(NC2=C1F)=O)C)C#CC1CC1